N(=[N+]=[N-])CC1=NC=C(C(=O)OCC)C(=C1)C1=C(C=CC=C1OC)F ethyl 6-(azidomethyl)-4-(2-fluoro-6-methoxyphenyl)nicotinate